(3-trimethoxysilylpropoxymethyl)-1,3-oxathiolan-2-one CO[Si](CCCOCC1SC(OC1)=O)(OC)OC